ClC=1C(=CC2=C(N=C(O2)NC(=O)C23CC4(CC(CC(C2)C4)(C3)C)C)C1)Cl N-(5,6-dichloro-1,3-benzoxazol-2-yl)-3,5-dimethyladamantane-1-carboxamide